3,4-Dinitrobenzaldehyde [N+](=O)([O-])C=1C=C(C=O)C=CC1[N+](=O)[O-]